4-[[3-fluoro-2-methoxy-propyl]-[4-(5,6,7,8-tetrahydro-1,8-naphthyridin-2-yl)butyl]amino]-2-[[2-(2-oxo-1-pyridyl)acetyl]amino]butanoic acid FCC(CN(CCC(C(=O)O)NC(CN1C(C=CC=C1)=O)=O)CCCCC1=NC=2NCCCC2C=C1)OC